C1(=CC(=CC=C1)[C@@H]1C[C@H](N(C1)C(=O)OC(C)(C)C)C(=O)OC)C 1-(tert-butyl) 2-methyl (2S,4S)-4-(m-tolyl)pyrrolidine-1,2-dicarboxylate